(S)-4-(2-(methoxymethyl)pyrrolidin-1-yl)-4-methylpent-2-ynethioic acid S-methyl ester CSC(C#CC(C)(C)N1[C@@H](CCC1)COC)=O